CC1=NC(=CC=C1NC(=O)[C@@H]1[C@H](CCCC1)C(=O)O)C=1C=NN(C1NC(=O)O[C@H](C)C1=CC=CC=C1)C (1S,2S)-2-((2-methyl-6-(1-methyl-5-((((R)-1-phenylethoxy)carbonyl)amino)-1H-pyrazol-4-yl)pyridin-3-yl)carbamoyl)cyclohexane-1-carboxylic acid